[N+](=O)([O-])C1=CN=C(S1)C1=C(C(=O)N)C=CC=C1C(=O)NCCC (5-nitrothiazol-2-yl)-N3-propylisophthalamide